C(CCCCCCCCCCCCCCCCC)(=O)O.C(CCCCCCCCCCCCCCCCC)(=O)O.C=C.C=C bis-ethylene distearate